[Co].[Ni] Nickel-Cobalt